(E)-3,4-dimethylpent-2-enoic acid C\C(=C/C(=O)O)\C(C)C